C[C@H]1[C@@H](C[C@H]([C@@H](O1)OCCCCCCCCCCCCC(=O)SCCNC(=O)CCNC(=O)[C@@H](C(C)(C)COP(=O)([O-])OP(=O)([O-])OC[C@@H]2[C@H]([C@H]([C@@H](O2)N3C=NC4=C(N=CN=C43)N)O)OP(=O)([O-])[O-])O)O)O The molecule is an acyl-CoA(4-) obtained by deprotonation of the phosphate and diphosphate groups of oscr#22-CoA; major species at pH 7.3. It is a conjugate base of an oscr#22-CoA.